C1CN(CCC12CCNCC2)C2CCC(CC2)N2N=C1C=C(C(=CC1=C2)NC(=O)C2=NC(=CC=C2)C(F)(F)F)OC N-(2-((1r,4r)-4-(3,9-diazaspiro[5.5]undec-3-yl)cyclohexyl)-6-methoxy-2H-indazol-5-yl)-6-(trifluoromethyl)pyridinecarboxamide